C(CCCCCCCCCCC)N1CC(OC(C1)C)C 4-dodecyl-2,6-Dimethyl-morpholine